The molecule is a hydroxy-1,4-naphthoquinone that is 2-O-methylflaviolin in which the hydrogens at positions 3 and 6 are replaced by methyl and linalyl groups respectively. It has a role as a bacterial metabolite. It is an olefinic compound, a member of phenols, an enol ether and a hydroxy-1,4-naphthoquinone. It derives from a flaviolin. It is a conjugate acid of a 6-linalyl-2-O,3-dimethylflaviolin-7-olate. CC1=C(C(=O)C2=CC(=C(C(=C2C1=O)O)C(C)(CCC=C(C)C)C=C)O)OC